C1=NC=CC=2C(=CC=CC12)S(=O)(=O)N isoquinoline-5-sulfonamide